Alpha-ketoglutaric acid monopotassium salt [K+].O=C(C(=O)[O-])CCC(=O)O